O=C1C[C@@H](NCC1)C(=O)NCC(NC=1SC2=C(N1)C=CC(=C2)OC(F)(F)F)=O (R)-4-oxo-N-(2-oxo-2-((6-(trifluoromethoxy)benzo[d]thiazol-2-yl)amino)ethyl)piperidine-2-carboxamide